C(CC1=CC=CC=C1)OCC1=CN2C(S1)=NC=C2 phenethoxymethylimidazo[2,1-b]thiazole